CC=1C(C2=CC=CC=C2C1)C1=C(C=CC=C1)C=1C(C2=CC=CC=C2C1C1=CC=CC=C1)C1=CC=CC=C1 2-(2-(2-methyl-1H-inden-1-yl)phenyl)-1,3-diphenyl-1H-indene